6-((3-bromo-2-methylbenzyl)oxy)-3,4-dihydroquinoline-1(2H)-carboxylic acid tert-butyl ester C(C)(C)(C)OC(=O)N1CCCC2=CC(=CC=C12)OCC1=C(C(=CC=C1)Br)C